NC=1C2=C(N=CN1)N(C=C2C=2SC=C(N2)CC2=CC=CC=C2)[C@@H]2C[C@@H]([C@@H]1[C@H]2OC(O1)(C)C)C1CN(CC1)C(=O)OC(C)(C)C tert-butyl 3-[(3aR,4R,6R,6aS)-6-[4-amino-5-(4-benzyl-1,3-thiazol-2-yl)pyrrolo[2,3-d]pyrimidin-7-yl]-2,2-dimethyl-tetrahydro-3aH-cyclopenta[d][1,3]dioxol-4-yl]pyrrolidine-1-carboxylate